N-(4-bromo-2,5-dimethylphenyl)-N-{3-methyl-2H,3H-[1,4]dioxino[2,3-b]pyridin-6-yl}prop-2-enamide BrC1=CC(=C(C=C1C)N(C(C=C)=O)C1=CC=C2C(=N1)OC(CO2)C)C